C(C)(=O)C=1C(OC2=C(C1N1CCOCC1)C=CC(=C2)NC2=NC=CC(=N2)C=2C=CC=1N(C2)C=CN1)=O 3-acetyl-7-((4-(imidazo[1,2-a]pyridin-6-yl)pyrimidin-2-yl)amino)-4-morpholinyl-2H-benzopyran-2-one